pyrido[4,3-b][1,4]oxazine-3,5-dione O1C=2C(=NC(C1)=O)C(N=CC2)=O